β-D-sorbofuranose OC[C@]1(O)[C@H](O)[C@@H](O)[C@H](O1)CO